C1(=CC=CC=C1)[C@H](C)OC=1C=CC=C2C(=NC=NC12)O 8-[(1S)-1-phenylethoxy]quinazolin-4-ol